5-(3-fluoro-4-((6-methylpyridin-2-yl)oxy)phenyl)-7,8-dihydro-imidazo[1',2':1,5]pyrrolo[2,3-d]pyrimidin FC=1C=C(C=CC1OC1=NC(=CC=C1)C)C1=C2N(C=3N=CN=CC31)CCN2